tert-butyl (4-(5-cyclopropyl-6-methoxypyridin-2-yl)benzyl)carbamate C1(CC1)C=1C=CC(=NC1OC)C1=CC=C(CNC(OC(C)(C)C)=O)C=C1